[I-].ICC1=CC=CC=C1 iodotoluene iodide